dimethyl 1,4-dihydro-2,6-dimethyl-4-(2-nitrophenyl)-3,5-pyridinedicarboxylate CC=1NC(=C(C(C1C(=O)OC)C1=C(C=CC=C1)[N+](=O)[O-])C(=O)OC)C